[2,5-Dichloro-4-(1,1,2,3,3,3-hexafluoropropoxy)phenyl]-3-(2,6-difluorobenzoyl)urea ClC1=C(C=C(C(=C1)OC(C(C(F)(F)F)F)(F)F)Cl)NC(=O)NC(C1=C(C=CC=C1F)F)=O